1-amino-2,3-dihydroxypropane NCC(CO)O